(R)-N-(1-cyclopropyl-2-hydroxyethyl)-4-methylbenzenesulfonamide C1(CC1)[C@H](CO)NS(=O)(=O)C1=CC=C(C=C1)C